OC[C@H]1N(C[C@@H](C1)O)C(=O)OC(C)(C)C tert-butyl (2S,4R)-2-(hydroxymethyl)-4-hydroxy-pyrrolidine-1-carboxylate